FC(CCO)(C(C)(O[Si](CC)(CC)CC)C1=CC=C(C=C1)F)F 3,3-difluoro-4-(4-fluorophenyl)-4-((triethylsilyl)-oxy)pentan-1-ol